C(C)(C)C1C2C=CC(C1)C2 5-isopropylbicyclo[2.2.1]hept-2-ene